Natrium (S)-3-(3-(1-Methyl-4-oxido-2-oxo-1,2-Dihydropyridin-3-yl)ureido)-3-(3-(4-Methylbenzyl)phenyl)propanoat CN1C(C(=C(C=C1)[O-])NC(N[C@@H](CC(=O)[O-])C1=CC(=CC=C1)CC1=CC=C(C=C1)C)=O)=O.[Na+].[Na+]